CN(C1=CC=C(C=C1)C(=C(C1=CC=CC=C1)C1=CC=C(C=O)C=C1)C1=CC=C(C=C1)N(C)C)C 4-(2,2-bis(4-(dimethylamino)phenyl)-1-phenylethenyl)benzaldehyde